C(CC)NCC1=NC2=C(C=CC=C2C=C1)NS(=O)(=O)C1=CC=C(C=C1)C(F)(F)F N-(2-((Propylamino)methyl)quinolin-8-yl)-4-(trifluoromethyl)-benzenesulfonamide